C(C)(C)(C)OC(=O)N[C@H]1CSC2=C(N(C1=O)CC1=CC=C(C=C1)Cl)C=C(C=C2)C2=NN=C(O2)C2(CCN(CC2)C(=O)OC(C)(C)C)C#N tert-butyl 4-[5-[(3R)-3-(tert-butoxycarbonylamino)-5-[(4-chlorophenyl)methyl]-4-oxo-2,3-dihydro-1,5-benzothiazepin-7-yl]-1,3,4-oxadiazol-2-yl]-4-cyano-piperidine-1-carboxylate